2-(4-{[2-(dimethylamino)-2-methylpropyl]amino}pyrido[3,4-d]pyridazin-1-yl)-5-(trifluoromethyl)phenol CN(C(CNC=1N=NC(=C2C1C=NC=C2)C2=C(C=C(C=C2)C(F)(F)F)O)(C)C)C